C(C)(C)C1=CC=C(C=C1)N1N=C(C=C1CCOS(=O)(=O)C)CC(=O)OC methyl 2-(1-(4-isopropylphenyl)-5-(2-((methylsulfonyl)oxy)ethyl)-1H-pyrazol-3-yl)acetate